C1(=CC=CC2=CC=CC=C12)C(C1=CC=CC=C1)(C1=CC=CC=C1)OC(C1=CC=CC2=CC=CC=C12)(C1=CC=CC=C1)C1=CC=CC=C1 α-naphthyldiphenylmethyl ether